Dimethyl 2-(2-cyclopropyl-2-oxoethyl)malonate C1(CC1)C(CC(C(=O)OC)C(=O)OC)=O